3-(1-Methyl-1H-indol-3-yl)-7-(4-phenylpiperidin-1-yl)quinolin-2-amine CN1C=C(C2=CC=CC=C12)C=1C(=NC2=CC(=CC=C2C1)N1CCC(CC1)C1=CC=CC=C1)N